N-(pyridin-4-yl)-1-(tetrahydro-2H-pyran-2-yl)-1H-indole-3-carboxamide N1=CC=C(C=C1)NC(=O)C1=CN(C2=CC=CC=C12)C1OCCCC1